ClC=1C=CC(=C(C1)CC(=O)NC1=CCN(C=C1)[C@@H]1[C@H](CCC1)O)O 4-[[2-(5-Chloro-2-hydroxyphenyl)acetyl]amino]-N-[(1S,2S)-2-hydroxycyclopentyl]pyridin